(6S)-6-{[10-chloro-2-(4-methoxyphenyl)[1,2,4]triazolo[1,5-c]quinazolin-5-yl]amino}-1,4-diazepin-5-one ClC=1C=2C=3N(C(=NC2C=CC1)NC=1C(N=CC=NC1)=O)N=C(N3)C3=CC=C(C=C3)OC